O1[C@H](COCC1)CN1N=C2C3=C(C[C@H](C2=C1)C)OC(=C3C(F)(F)F)C(=O)NCC=3N=CN(C3)C (4R)-2-{[(2S)-1,4-dioxan-2-yl]methyl}-4-methyl-N-[(1-methyl-1H-imidazol-4-yl)methyl]-8-(trifluoromethyl)-4,5-dihydro-2H-furo[2,3-g]indazole-7-carboxamide